4-((S)-1-(6-(4-fluoro-1H-pyrazol-1-yl) pyridin-3-yl) ethyl)-2-carbonyl-1,4-diazaspiro[5.5]undec-8-en-9-yl trifluoromethanesulfonate FC(S(=O)(=O)OC1=CCC2(CN(CC(N2)=C=O)[C@@H](C)C=2C=NC(=CC2)N2N=CC(=C2)F)CC1)(F)F